C(C1=CC=CC=C1)OC1=C(C=CC(=C1)Br)C(CBr)=O 1-(2-(benzyloxy)-4-bromophenyl)-2-bromoethan-1-one